(1R,3S)-3-(3-(3-(1,3-dioxolan-2-yl)-4-((4-methoxybenzyl)oxy)-5-methylbenzamido)-1H-pyrazol-5-yl)cyclopentyl isopropylcarbamate C(C)(C)NC(O[C@H]1C[C@H](CC1)C1=CC(=NN1)NC(C1=CC(=C(C(=C1)C)OCC1=CC=C(C=C1)OC)C1OCCO1)=O)=O